C(C)(=O)NC1=CC=C(C=C1)[C@@H]1N(C[C@H](CC1)C)C(C(=O)NC=1C=C(C(=NC1)NC(OC(C)(C)C)=O)C)=O tert-butyl N-[5-[[2-[(2R,5S)-2-(4-acetamidophenyl)-5-methyl-1-piperidyl]-2-oxo-acetyl]amino]-3-methyl-2-pyridyl]carbamate